(S)-1-(4-fluorophenyl)-N-((1R,2R)-1-hydroxy-3-(pyrrolidin-1-yl)-1-(6-(2,2,2-trifluoroethoxy)pyridin-3-yl)propan-2-yl)pyrrolidine-3-carboxamide FC1=CC=C(C=C1)N1C[C@H](CC1)C(=O)N[C@@H]([C@@H](C=1C=NC(=CC1)OCC(F)(F)F)O)CN1CCCC1